N[C@@H](C)C(=O)O l-Alanine